1-bromo-4-butoxy-benzene BrC1=CC=C(C=C1)OCCCC